[C@@H]12NC[C@@H]([C@@H](C1)C1=CC=C(C=C1)C1=CC(=CC3=CC(=CC=C13)C1=CC=C(C=C1)C(F)(F)F)C(=O)OCC)C2 Ethyl 4-(4-((1R,4R,5R)-2-azabicyclo[2.2.1]heptan-5-yl)phenyl)-7-(4-(trifluoromethyl)phenyl)-2-naphthoate